BrC1=C(C(=O)OC)C=C(C(=C1)O[C@@H](CC1=CSC=C1)C)I methyl (R)-2-bromo-5-iodo-4-((1-(thiophen-3-yl)propan-2-yl)oxy)benzoate